O[C@@H]1[C@H](O)[C@@H](O)[C@@H](O)[C@H](O1)CO anti-α-galactose